C(#N)C1N(CSC1)C(CC1=NC2=CC=C(C=C2C(=C1)C(=O)N)C1(CC1)OCC)=O (2-(4-Cyanothiazolidin-3-yl)-2-oxoethyl)-6-(1-ethoxycyclopropyl)quinoline-4-carboxamide